O(O)O.[Mn].[Ni] nickel-manganese oxyhydroxide